C(C)OC1=C(C=C(C=C1SC)CCN)OC 2-(4-ethoxy-3-methoxy-5-methylsulfanylphenyl)ethanamine